3,6-bis{4-(oxazolo[5,4-b]pyridin-2-yl)phenyl}-9-(naphthalen-2-yl)-9H-carbazole N1=C(OC2=NC=CC=C21)C2=CC=C(C=C2)C=2C=CC=1N(C3=CC=C(C=C3C1C2)C2=CC=C(C=C2)C=2OC1=NC=CC=C1N2)C2=CC1=CC=CC=C1C=C2